(4-(4-hydroxytetrahydro-2H-pyran-4-yl)phenyl)(4-(4-(trifluoromethyl)phenyl)piperidin-1-yl)methanone OC1(CCOCC1)C1=CC=C(C=C1)C(=O)N1CCC(CC1)C1=CC=C(C=C1)C(F)(F)F